BrC=1C=NC=CC1OC(F)F 3-bromo-4-(difluoromethoxy)pyridine